N-(6-(diethylamino)-9-(2-(methyl(octadec-2-en-1-yl)carbamoyl)phenyl)-3H-xanthen-3-ylidene)-N-ethylethanaminium chloride [Cl-].C(C)N(C=1C=C2OC3=CC(C=CC3=C(C2=CC1)C1=C(C=CC=C1)C(N(CC=CCCCCCCCCCCCCCCC)C)=O)=[N+](CC)CC)CC